OC[C@H]1[C@@H](O)[C@H](O)[C@H](O1)CO 2,5-anhydro-sorbitol